BrC1=C(C=CC(=C1)Cl)C(C)O 1-(2-Bromo-4-chlorophenyl)ethan-1-ol